CC=1C=C(C=CC1C)C1O[C@@H]([C@H]2[C@@H](O1)COC(O2)C2=CC(=C(C=C2)C)C)[C@@H](CO)O (1R)-1-[(4R,4aR,8aS)-2,6-bis(3,4-dimethylphenyl)-4,4a,8,8a-tetrahydro-[1,3]dioxino[5,4-d][1,3]dioxin-4-yl]ethane-1,2-diol